5-((diphenylmethylene)amino)-1,3-dihydrospiro[indene-2,4'-piperidine]-1'-carboxylic acid tert-butyl ester C(C)(C)(C)OC(=O)N1CCC2(CC1)CC1=CC=C(C=C1C2)N=C(C2=CC=CC=C2)C2=CC=CC=C2